ethyl (2S)-2-fluoro-2-[[(2S,5R)-3-methyl-7-oxo-2-(pyrazin-2-ylmethylcarbamoyl)-1,6-diazabicyclo[3.2.1]oct-3-en-6-yl]oxy]acetate F[C@@H](C(=O)OCC)ON1[C@@H]2C=C([C@H](N(C1=O)C2)C(NCC2=NC=CN=C2)=O)C